1-(4-((4-((5-(furan-2-yl)-2-methoxyphenyl)amino)-7-(2-morpholinoethoxy)quinazolin-6-yl)amino)piperidin-1-yl)prop-2-en-1-one O1C(=CC=C1)C=1C=CC(=C(C1)NC1=NC=NC2=CC(=C(C=C12)NC1CCN(CC1)C(C=C)=O)OCCN1CCOCC1)OC